Ethyl 1-((1-(tert-butoxycarbonyl)-4-hydroxy-3,3-dimethylpiperidin-4-yl) methyl)-4-cyclopropyl-6-oxo-1,6-dihydropyridine-3-carboxylate C(C)(C)(C)OC(=O)N1CC(C(CC1)(O)CN1C=C(C(=CC1=O)C1CC1)C(=O)OCC)(C)C